FC1=C(C=C(C=C1)F)C=1COC2=CC(=CC=C2C1C1=CC(=C(C=C1)N1CCC(CC1)C(OC)OC)F)OC1OCCCC1 1-(4-(3-(2,5-difluorophenyl)-7-((tetrahydro-2H-pyran-2-yl)oxy)-2H-chromen-4-yl)-2-fluorophenyl)-4-(dimethoxymethyl)piperidine